(S)-3-(5-((3-fluorophenyl)ethynyl)pyridin-2-yl)-5-(pyrrolidin-2-yl)-1,2,4-oxadiazole FC=1C=C(C=CC1)C#CC=1C=CC(=NC1)C1=NOC(=N1)[C@H]1NCCC1